NC1=C(C=CC=C1C(F)(F)F)C1=C2C=CN(C2=CC=C1)[C@@H](CO)C (R)-2-(4-(2-amino-3-trifluoromethylphenyl)-1H-indol-1-yl)propanol